methyl 5-amino-4-(2-(3-((tert-butoxycarbonyl)amino)prop-1-yn-1-yl)-3-fluorobenzofuran-4-yl)-5-oxopentanoate NC(C(CCC(=O)OC)C1=CC=CC2=C1C(=C(O2)C#CCNC(=O)OC(C)(C)C)F)=O